1-(4-(4-(4-(6-((R)-2-(2,4-difluorophenyl)-1,1-difluoro-2-hydroxy-3-(1H-tetrazol-1-yl)propyl)pyridin-3-yl)phenyl)piperazin-1-yl)phenyl)-3-methylbutan-1-ol FC1=C(C=CC(=C1)F)[C@](C(F)(F)C1=CC=C(C=N1)C1=CC=C(C=C1)N1CCN(CC1)C1=CC=C(C=C1)C(CC(C)C)O)(CN1N=NN=C1)O